C(C)N(CC)CC.BrC1=CC(=C(C=C1)C(CCCC)O)C1=NN=NN1 1-(4-Bromo-2-(1H-tetrazol-5-yl)phenyl)pentan-1-ol triethylamine salt